NC1=NC=CC(=C1)CNC(=O)C=1OC2=C(C1)C=CC(=C2)C2=COC=C2 N-((2-aminopyridin-4-yl)methyl)-6-(furan-3-yl)benzofuran-2-carboxamide